2-(4-fluorophenyl)-6-(((1R,5S,6s)-3-(2-methyl-8-(trifluoromethyl)imidazo[1,2-a]pyridine-6-carbonyl)-3-azabicyclo[3.1.0]hexan-6-yl)oxy)isonicotinonitrile FC1=CC=C(C=C1)C=1C=C(C#N)C=C(N1)OC1[C@@H]2CN(C[C@H]12)C(=O)C=1C=C(C=2N(C1)C=C(N2)C)C(F)(F)F